methyl-myristoyl-alanine CN([C@@H](C)C(=O)O)C(CCCCCCCCCCCCC)=O